C(C)(C)(C)OC(=O)O[C@@H]1[C@H]([C@H](N(C1)C(=O)OC(C)(C)C)CC1=CC=C(C=C1)OC)OC(CNC1CC(C1)(F)F)=O tert-butyl (2R,3S,4S)-4-[(tert-butoxycarbonyl)oxy]-3-({2-[(3,3-difluorocyclobutyl)amino]acetyl}oxy)-2-[(4-methoxy phenyl)methyl]pyrrolidine-1-carboxylate